(R)-5-((((6-(2-chloro-3-(3-chloro-2-(4-methyl-1,1-dioxido-2,3,4,5-tetrahydrobenzo[f][1,4]thiazepin-8-yl)pyridin-4-yl)phenyl)-2-methoxypyridin-3-yl)methyl)amino)methyl)pyrrolidin-2-one ClC1=C(C=CC=C1C1=C(C(=NC=C1)C1=CC2=C(CN(CCS2(=O)=O)C)C=C1)Cl)C1=CC=C(C(=N1)OC)CNC[C@H]1CCC(N1)=O